4-amino-N-(cyclopropylmethyl)-7-fluoro-N-((3S)-6-(trifluoromethyl)-2,3-dihydro-1-benzofuran-3-yl)-1,3-dihydrofuro[3,4-c]quinoline-8-carboxamide NC1=NC=2C=C(C(=CC2C2=C1COC2)C(=O)N([C@@H]2COC1=C2C=CC(=C1)C(F)(F)F)CC1CC1)F